Diethyl (2-((2,6-dimethylphenyl)amino)-2-oxoethyl)phosphonate CC1=C(C(=CC=C1)C)NC(CP(OCC)(OCC)=O)=O